(S)-1-cyano-N-(5-(2-methoxybenzoyl)-4,5,6,7-tetrahydrothiazolo[5,4-c]pyridin-2-yl)pyrrolidine-3-carboxamide C(#N)N1C[C@H](CC1)C(=O)NC=1SC=2CN(CCC2N1)C(C1=C(C=CC=C1)OC)=O